ClC=1C=C(C=CC1OCC1=NC(=CC=C1)C(=C)C)NC1=C(C=NC2=CC(=C(C=C12)NC(\C=C\CN(C)C)=O)OCC)C#N (E)-N-(4-((3-chloro-4-((6-(prop-1-en-2-yl)pyridin-2-yl)methoxy)phenyl)amino)-3-cyano-7-ethoxyquinolin-6-yl)-4-(dimethylamino)but-2-enamide